8-(1-methoxyethyl)-2-methylimidazo[1,2-b]pyridazine-7-carboxylic acid COC(C)C=1C=2N(N=CC1C(=O)O)C=C(N2)C